4-[2-(2-Chloro-4-pyridinyl)ethynyl]-1-(4-fluorophenyl)imidazole-2-carboxylic acid methyl ester COC(=O)C=1N(C=C(N1)C#CC1=CC(=NC=C1)Cl)C1=CC=C(C=C1)F